2,2,2-Trichloroethoxycarbonyl chloride ClC(COC(=O)Cl)(Cl)Cl